CC1=CC(=NN1CC(F)(F)F)C=O 5-Methyl-1-(2,2,2-trifluoroethyl)-1H-pyrazole-3-carbaldehyde